2-bromo-N,N-dimethylpyridin-3-amine BrC1=NC=CC=C1N(C)C